FC1=C(C=C(C=C1)F)C1=C(C(=NC=C1)C1C(CCC1)C)NC(=O)C=1C=NC(=NC1)C(C)C N-(4-(2,5-difluorophenyl)-2-(2-methylcyclopentyl)pyridin-3-yl)-2-isopropylpyrimidine-5-carboxamide